naphthylbiguanide C1(=CC=CC2=CC=CC=C12)NC(=N)NC(=N)N